[Mg].[Br].[K] potassium bromine magnesium salt